2-{[2-fluoro-4-(trifluoromethyl)phenyl]methyl}-3-oxobutanenitrile FC1=C(C=CC(=C1)C(F)(F)F)CC(C#N)C(C)=O